C(C1=CC=CC=C1)N(C1CC=C(CC1)C(F)(F)F)CC1=CC=CC=C1 N,N-dibenzyl-4-(trifluoromethyl)cyclohex-3-en-1-amine